dihydro-1H-spiro[1,8-naphthyridine-2,3'-pyrrolidine]-1'-carboxylate N1(CC2(CC1)NC1=NC=CC=C1CC2)C(=O)[O-]